bis(3-(2-(dimethylamino)ethyl)-1H-indol-4-yl) 2,6-dimethylterephthalate CC1=C(C(=O)OC2=C3C(=CNC3=CC=C2)CCN(C)C)C(=CC(=C1)C(=O)OC1=C2C(=CNC2=CC=C1)CCN(C)C)C